3-(4-Chloro-2-(5-fluoropyridin-2-yl)-1H-imidazol-5-yl)-4-fluoro-2-methylbenzoic acid ClC=1N=C(NC1C=1C(=C(C(=O)O)C=CC1F)C)C1=NC=C(C=C1)F